NC(C)(C)C1CN(C1)C1=NC(=NC2=C(C(=CC=C12)C1=CC(=CC2=CC=C(C(=C12)C#C)F)O)F)OC[C@]12CCCN2C[C@@H](C1)F 4-(4-(3-(2-aminopropan-2-yl)azetidin-1-yl)-8-fluoro-2-(((2R,7aS)-2-fluorotetrahydro-1H-pyrrolizin-7a(5H)-yl)methoxy)quinazolin-7-yl)-5-ethynyl-6-fluoronaphthalen-2-ol